4-(2-(pyrrolidin-1-yl)-4-(trifluoromethyl)benzyl)piperazine-1-carboxylic acid 1,1,1,3,3,3-hexafluoropropan-2-yl ester mesylate salt S(C)(=O)(=O)O.FC(C(C(F)(F)F)OC(=O)N1CCN(CC1)CC1=C(C=C(C=C1)C(F)(F)F)N1CCCC1)(F)F